CC1CC2(CNC2)CCC1 6-methyl-2-azaspiro[3.5]Nonane